[H-].[Na+].CC1(CC1)OC1=NC=CC(=C1[N+](=O)[O-])SC 2-(1-Methylcyclopropoxy)-4-(methylthio)-3-nitropyridine Sodium hydride